FC1=CC=C(C=C1)NC(=O)C1=C(C(C(NC1=O)C=1C=NC(=CC1)C(F)(F)F)C)O N-(4-fluorophenyl)-4-hydroxy-3-methyl-6-oxo-2-[6-(trifluoromethyl)-3-pyridyl]-2,3-dihydro-1H-pyridine-5-carboxamide